bis-beta-naphthylcarbodiimide C1=C(C=CC2=CC=CC=C12)N=C=NC1=CC2=CC=CC=C2C=C1